tert-Butyl 5-methyl-2-oxo-3-(spiro[3.3]heptane-2-carbonyl)piperidine-1-carboxylate CC1CC(C(N(C1)C(=O)OC(C)(C)C)=O)C(=O)C1CC2(C1)CCC2